CC1(CCNCC1)CCO 2-(4-methylpiperidin-4-yl)ethan-1-ol